benzyl-(2S)-2-hydroxypropionate C(C1=CC=CC=C1)OC([C@H](C)O)=O